C(=O)O.CN(C)CC1=C(C=CC(=N1)NC=1C2=C(C(=NC1)C1=C3C(=NC=C1)N(C=C3)C)CNC2=O)C2CCOCC2 7-[[6-[(dimethyl-amino)methyl]-5-tetrahydropyran-4-yl-2-pyridyl]amino]-4-(1-methyl-pyrrolo[2,3-b]pyridin-4-yl)-2,3-dihydro-pyrrolo[3,4-c]pyridin-1-one Formic acid salt